BrC1=C2C=C(N=CC2=CC=C1)C(=O)N[C@@H]1C(N(C=2N(CC1)N=C(C2)C)C)=O 5-Bromo-N-[(6S)-2,4-dimethyl-5-oxo-7,8-dihydro-6H-pyrazolo[1,5-a][1,3]diazepin-6-yl]isochinolin-3-carboxamid